CN1N=C(C=C1C)NC1=NC=C(C(=N1)C1=CNC2=C(C=CC=C12)NC(CN1C[C@H](CC1)OC1=C(C=NO1)C(=O)OCC)=O)C ethyl (S)-5-((1-(2-((3-(2-((1,5-dimethyl-1H-pyrazol-3-yl)amino)-5-methylpyrimidin-4-yl)-1H-indol-7-yl)amino)-2-oxoethyl)pyrrolidin-3-yl)oxy)isoxazole-4-carboxylate